ClC1=C(C(=CC=C1)Cl)C1=CC2=C(N=C(N=C2)NC=2C=NC(=C(C2)C(F)(F)F)OC2=NN(C=C2)CC)N(C1=O)C 6-(2,6-dichlorophenyl)-2-((6-((1-ethyl-1H-pyrazol-3-yl)oxy)-5-(trifluoromethyl)pyridin-3-yl)amino)-8-methylpyrido[2,3-d]pyrimidin-7(8H)-one